1-acetoxy-tetradeca-4,6,12-triene-8,10-diyne-3,14-diol C(C)(=O)OCCC(C=CC=CC#CC#CC=CCO)O